N1(N=NC2=C1C=CC=C2)N2C(C=C(C=C2C)C)C 1-(1H-1,2,3-benzotriazol-1-yl)-2,4,6-trimethylpyridine